ClC1=NC(=CC=C1OC[C@@](CC(C)C)(C)NC(OC(C)(C)C)=O)I (S)-tert-butyl (1-((2-chloro-6-iodopyridin-3-yl)oxy)-2,4-dimethylpentan-2-yl)carbamate